CC(C(=O)OC1=C(C(=CC(=C1)Br)OC(C(C)(C)C)=O)[C@H]1[C@@H](C[C@@H](C(=C1)C)OC(C1=CC=CC=C1)=O)C(=C)C)(C)C (1'R,2'R,4'S)-4'-(benzoyloxy)-4-bromo-5'-methyl-2'-(prop-1-en-2-yl)-1',2',3',4'-tetrahydro-[1,1'-biphenyl]-2,6-diyl bis(2,2-dimethylpropanoate)